O([C@@H]1[C@@H](O)[C@H](O)[C@@H](O)[C@@H](O1)C)C1=C(C(=CC(=C1)O)O)C(\C=C\C1=CC=C(C=C1)O)=O 2-[(E)-3-(4-Hydroxyphenyl)-1-oxo-2-propenyl]-3,5-dihydroxyphenyl 6-deoxy-beta-L-glucopyranoside